C(C)OC(=O)C1=NN(C(=C1Br)C)C1OCCCC1 4-bromo-5-methyl-1-(tetrahydro-2H-pyran-2-yl)-1H-pyrazole-3-carboxylic acid ethyl ester